1-(dimethylamino)-1,1,3,3,3-pentamethyldisiloxane CN([Si](O[Si](C)(C)C)(C)C)C